C(\C=C\C(=O)[O-])(=O)[O-].C(C1=CC=CC=C1)[C@H](CSSC[C@H](CCSC)[NH3+])C(NCC(OC(OC(OCC)=O)C)=O)=O.C(C1=CC=CC=C1)[C@H](CSSC[C@H](CCSC)[NH3+])C(NCC(OC(OC(OCC)=O)C)=O)=O (5S,10S)-10-benzyl-16-methyl-11,14,18-trioxo-15,17,19-trioxa-2,7,8-trithia-12-azahenicosan-5-aminium fumarate